sodium 4-(2-hydroxyethyl)-1-piperazineethanesulfonate OCCN1CCN(CC1)CCS(=O)(=O)[O-].[Na+]